N-(4-Bromo-3-(1H-1,2,4-triazol-5-yl)thiophen-2-yl)-2-(imidazo[1,2-a]pyridin-5-yl)acetamide BrC=1C(=C(SC1)NC(CC1=CC=CC=2N1C=CN2)=O)C2=NC=NN2